N,N-bis(hydroxyethyl)-N,N-dimethyl-ammonium chloride [Cl-].OCC[N+](C)(C)CCO